NC1=CC=2CC3=CC=CC=C3C2C=C1 2-amino-9H-fluorene